C(C)N1CCCN2C(C3=C(C(C=CN3CC12)=O)O)=O 1-Ethyl-5-hydroxy-6,10-dioxo-1,2,3,4,6,9,9a,10-octahydro-1,4a,8a-triaza-anthracen